C(C)(C)(C)C1=CC=C(N1)C(=O)N1C[C@@H](CC1)OCCNC(=O)C1=NC=CN=C1N N-{2-[(R)-1-{[5-(tert-butyl)-2-pyrrolyl]carbonyl}-3-pyrrolidinyloxy]ethyl}-3-amino-2-pyrazinecarboxamide